C(#N)C1=CC(=CC=2N=C(OC21)C=2C(=C(C=CC2)C2=C(C(=CC=C2)NC=2C1=C(N=CN2)C=C(C=N1)CN1C[C@@H](CC1)O)C)C)CN1CCC(CC1)C(=O)O (R)-1-((7-cyano-2-(3'-(7-((3-hydroxypyrrolidin-1-yl)methyl)pyrido[3,2-d]pyrimidin-4-ylamino)-2,2'-dimethylbiphenyl-3-yl)benzo[d]oxazol-5-yl)methyl)piperidine-4-carboxylic acid